(2-(8-bromonaphthalen-1-yl)ethoxy)(tert-butyl)dimethylsilane BrC=1C=CC=C2C=CC=C(C12)CCO[Si](C)(C)C(C)(C)C